N[C@H](C)C=1C=C(C=C2C(N(C(=NC12)C=1C=NN(C1)C)C)=O)C (R)-8-(1-aminoethyl)-3,6-dimethyl-2-(1-methyl-1H-pyrazol-4-yl)quinazolin-4(3H)-one